quinoxalinone boron [B].N1C(C=NC2=CC=CC=C12)=O